(S)-1-((5-(5-(difluoromethyl)-1,3,4-oxadiazol-2-yl)thiazol-2-yl)methyl)-3-methyl-3,4-dihydro-1,7-naphthyridin-2(1H)-one FC(C1=NN=C(O1)C1=CN=C(S1)CN1C([C@H](CC2=CC=NC=C12)C)=O)F